5-bromo-N-pyrimidinyl-indoline BrC=1C=C2CCN(C2=CC1)C1=NC=CC=N1